BrC=1C=CC(=C(C1)SC(C(=O)O)C)Cl ((5-bromo-2-chlorophenyl)thio)propanoic acid